(R)-4-fluoro-2-(1-((3-(1-(2-hydroxyethyl)-1H-1,2,3-triazol-4-yl)imidazo[1,2-b]pyridazin-6-yl)amino)ethyl)phenol FC1=CC(=C(C=C1)O)[C@@H](C)NC=1C=CC=2N(N1)C(=CN2)C=2N=NN(C2)CCO